(R)-homoalaninol N[C@H](CC)CO